COC1=C(C=CC=C1)N=C1C(N(C2=CC=CC=C12)C)=O 3-((2-methoxyphenyl)imino)-1-methylindol-2-one